NCCCOCCCCOCCCNCCC[Si](OC)(OC)OC N-3-(4-(3-aminopropoxy)butoxy)propyl-3-aminopropyltrimethoxysilane